methyl furan-3-carboxylate O1C=C(C=C1)C(=O)OC